[Si](C)(C)(C(C)(C)C)OC[C@H]1NC(N(C1)C1=NC=C(C=N1)O)=O (4S)-4-{[(tert-butyldimethylsilyl)oxy]methyl}-1-(5-hydroxypyrimidin-2-yl)imidazolidin-2-one